3-Bromo-N'-((1,2,3,5,6,7-hexahydrodicyclopenta[b,e]pyridin-8-yl)carbamoyl)-5-(2-hydroxypropan-2-yl)thiophene-2-sulfonimidamide BrC1=C(SC(=C1)C(C)(C)O)S(=O)(N)=NC(NC1=C2C(=NC3=C1CCC3)CCC2)=O